NC1=C(C=C(C=N1)NC(C(=O)N1C(CCC(C1)C)C1=CC2=C(NN=C2)S1)=O)C N-(6-amino-5-methylpyridin-3-yl)-2-(5-methyl-2-(1H-Thieno[2,3-c]pyrazol-5-yl)piperidin-1-yl)-2-oxoacetamide